ClC1=CN=C(S1)CN1CCCC1 1-((5-chlorothiazol-2-yl)methyl)pyrrolidin